C1(CC1)C=1N=C(N2C1C(=CC(=C2)S(NC2(COC2)C)(=O)=O)N2C[C@@H](O[C@H](C2)C)C)C(=O)N cyclopropyl-8-((2S,6S)-2,6-dimethylmorpholinyl)-6-(N-(3-methyloxetan-3-yl)sulfamoyl)imidazo[1,5-a]pyridine-3-carboxamide